C(#N)CC(CC(=O)NC=1SC(=C(N1)C)C(=O)OC(C)(C)C)NC(=O)C1=CC(=CC=C1)C1=NOC(=N1)C tert-butyl 2-(4-cyano-3-{[3-(5-methyl-1,2,4-oxadiazol-3-yl) phenyl] formylamino} butyrylamino)-4-methyl-1,3-thiazole-5-carboxylate